Bismuth(III) catecholate C=1([O-])C([O-])=CC=CC1.[Bi+3].C=1([O-])C([O-])=CC=CC1.C=1([O-])C([O-])=CC=CC1.[Bi+3]